ClC1=C(C=C(C=C1)NC(NC1CCC=2NC3=CC(=CC=C3C2C1)C(=O)NCC(C)O)=O)C(F)(F)F 3-(3-(4-chloro-3-trifluoromethylphenyl)ureido)-N-(2-hydroxypropyl)-2,3,4,9-tetrahydro-1H-carbazole-7-carboxamide